(E)-3-hydroxy-6-((1,3,4,9-tetrahydro-2H-pyrido[3,4-b]indol-2-yl)methyl)picolinaldehyde oxime OC=1C(=NC(=CC1)CN1CC=2NC3=CC=CC=C3C2CC1)/C=N/O